methyl (2R,6R)-4-((1R)-3-((tert-butyldimethylsilyl)oxy)-1-(2,6-difluorophenyl)butyl)-1-isobutyryl-6-methylpiperazine-2-carboxylate [Si](C)(C)(C(C)(C)C)OC(C[C@H](C1=C(C=CC=C1F)F)N1C[C@@H](N([C@@H](C1)C)C(C(C)C)=O)C(=O)OC)C